benzyl ((1r,4r)-4-(((1-(4-(2,6-dioxopiperidin-3-yl)-2-fluorophenyl)piperidin-4-yl)(methyl)amino)methyl)cyclohexyl)carbamate O=C1NC(CCC1C1=CC(=C(C=C1)N1CCC(CC1)N(C)CC1CCC(CC1)NC(OCC1=CC=CC=C1)=O)F)=O